4-(4-(3-(1-methyl-1H-indazol-6-yl)-1,4-dihydrothieno[2',3':4,5]cyclopenta[1,2-c]pyrazol-6-yl)-3-(trifluoromethoxy)benzyl)morpholine CN1N=CC2=CC=C(C=C12)C=1C2=C(NN1)C1=C(C2)SC(=C1)C1=C(C=C(CN2CCOCC2)C=C1)OC(F)(F)F